3-cyano-4-isopropoxy-N-(4-(1-(2,2,2-trifluoroethyl)-1H-pyrazol-4-yl)quinolin-8-yl)benzamide C(#N)C=1C=C(C(=O)NC=2C=CC=C3C(=CC=NC23)C=2C=NN(C2)CC(F)(F)F)C=CC1OC(C)C